OC=1C=CC2=C(SC(=C2OC2=CC=C(C=C2)/C=C/C(=O)OC)C(C2=C(C=CC=C2)C(F)(F)F)=O)C1 Methyl (E)-3-(4-((6-hydroxy-2-(2-(trifluoromethyl) benzoyl)benzo[b]thiophen-3-yl)oxy)phenyl)acrylate